tert-butyl (R)-(1-(2-chloro-3-methyl-4-(4,4,5,5-tetramethyl-1,3,2-dioxaborolan-2-yl)phenyl)ethyl)carbamate ClC1=C(C=CC(=C1C)B1OC(C(O1)(C)C)(C)C)[C@@H](C)NC(OC(C)(C)C)=O